OC1=C(C(=O)O)C=C(C=C1)N=NC1=CC=C(C=C1)S(NC1=NC=CC=C1)(=O)=O 2-Hydroxy-5-[4-(2-pyridylsulfamoyl)-phenyldiazenyl]-benzoic acid